N1=CC(=NC=C1)C1=CC=C(C=C1)NC1=CC(=CC=C1)C=1NC2=C(C=NC(=C2)OC(F)(F)F)N1 N-(4-(pyrazin-3-yl)phenyl)-3-(6-(trifluoromethoxy)-1H-imidazo[4,5-c]pyridin-2-yl)aniline